2-Bromo-4-(cyclopropylmethylsulfanyl)-1-methoxybenzene BrC1=C(C=CC(=C1)SCC1CC1)OC